NC1=C(C(=O)N)C=CC=C1F 2-Amino-3-fluorobenzoamide